bis(pentamethyl-cyclopentadienyl)zirconium dichloride [Cl-].[Cl-].CC1=C(C(=C(C1(C)[Zr+2]C1(C(=C(C(=C1C)C)C)C)C)C)C)C